FC1=C(C(=CC=C1)F)C1=NC2=C(C=C(C=C2C(N1C)=O)C)[C@@H](C)NS(=O)(=O)C(C)(C)C N-((R)-1-(2-(2,6-difluorophenyl)-3,6-dimethyl-4-oxo-3,4-dihydroquinazolin-8-yl)ethyl)-2-methylpropane-2-sulfonamide